(4-pentylnonyl)isoindoline-1,3-dione C(CCCC)C(CCCN1C(C2=CC=CC=C2C1=O)=O)CCCCC